tert-butyl {[6-(benzyloxy)-4-fluoro-5-(2,2,2-trifluoroacetamido)-2,3-dihydro-1-benzofuran-2-yl]methyl}(2-methylpropyl)carbamate C(C1=CC=CC=C1)OC1=CC2=C(CC(O2)CN(C(OC(C)(C)C)=O)CC(C)C)C(=C1NC(C(F)(F)F)=O)F